BrC1=CC=CC2=C1CCN(S2(=O)=O)C(C)(C)C 5-bromo-2-(2-methylprop-2-yl)-3,4-dihydro-2H-1λ6-benzo[2,1-e][1,2]thiazine-1,1-dione